N1=C(C=CC=C1)[C@@]1(CCOC2(CCCC2)C1)CCN[C@H]1C[C@@H](N2N=CC=C21)C2(CC2)C(F)(F)F (4S,6R)-N-(2-((R)-9-(pyridin-2-yl)-6-oxaspiro[4.5]decan-9-yl)ethyl)-6-(1-(trifluoromethyl)cyclopropyl)-5,6-dihydro-4H-pyrrolo[1,2-b]pyrazol-4-amine